2,4-dichloro-5,6,7,8-tetrahydroquinazolin-8-ol ClC1=NC=2C(CCCC2C(=N1)Cl)O